germanium antimony selenium telluride [Se]=[Te].[Sb].[Ge]